bis(1-methyl-3-n-butylcyclopentadienyl)zirconium (IV) dichloride [Cl-].[Cl-].CC1(C=C(C=C1)CCCC)[Zr+2]C1(C=C(C=C1)CCCC)C